CN(C)CC=1C=C(C=CC1)N\C(=C\1/C(NC2=CC(=CC=C12)C(=O)N)=O)\C1=CC=CC=C1 (3Z)-3-[[[3-[(dimethylamino)methyl]phenyl]amino]phenylmethylene]-2,3-dihydro-2-oxo-1H-indole-6-carboxamide